C(#N)C1=C(C=CC=C1)[C@H]([C@H](C)C=1N(C(C(=C(N1)C(=O)NC=1C=NOC1)O)=O)C)C1=C(C=NN1C)C 2-((1S,2S)-1-(2-cyanophenyl)-1-(1,4-dimethyl-1H-pyrazol-5-yl)propan-2-yl)-5-hydroxy-N-(isoxazol-4-yl)-1-methyl-6-oxo-1,6-dihydropyrimidine-4-carboxamide